[N+](=O)([O-])C=1C(=NC=CC1)C#N 3-Nitro-2-cyanopyridine